OC([C@H](N)C(=O)O)CC β-hydroxynorvaline